FC(C(F)(F)F)(F)C(C(F)(F)F)OC(C(F)(F)F)C(C(F)(F)F)(F)F pentafluoroethyl-2,2,2-trifluoroethyl ether